FC1=C(C=C(C=C1)OCCCO)C1=NC(=NC=C1)N1CCC(CC1)C(=O)OCC Ethyl 1-(4-(2-fluoro-5-(3-hydroxypropoxy)phenyl)pyrimidin-2-yl)piperidin-4-carboxylate